rel-5-[[2-[(2R,5S)-2-(6-isoquinolyl)-5-methyl-1-piperidyl]-2-oxo-acetyl]amino]pyridine-3-carboxamide C1=NC=CC2=CC(=CC=C12)[C@@H]1N(C[C@H](CC1)C)C(C(=O)NC=1C=C(C=NC1)C(=O)N)=O |o1:10,13|